(6aR)-5-(4-(trifluoromethyl)phenyl)-5,6,6a,7,8,9-hexahydropyrido[3,2-e]pyrrolo[1,2-a]pyrazin-8-amine FC(C1=CC=C(C=C1)N1C[C@@H]2N(C3=C1C=CC=N3)CC(C2)N)(F)F